BrC1=C(C(=CC(=C1)[N+](=O)[O-])F)N1CCC(CC1)N1CCN(CC1)C 1-(1-(2-Bromo-6-fluoro-4-nitrophenyl)piperidin-4-yl)-4-methylpiperazine